4-benzyl-6,6-dimethyl-2-(8-methyl-3-quinolyl)-4,5-dihydro-1,3-oxazine C(C1=CC=CC=C1)C1N=C(OC(C1)(C)C)C=1C=NC2=C(C=CC=C2C1)C